4-(5-hydroxypentyloxy)-3-methoxybenzyl alcohol OCCCCCOC1=C(C=C(CO)C=C1)OC